2,4-dibromo-5-(4-fluoro-2,6-dimethylphenoxy)pyridine tert-Butyl-2-[(E)-[(4-amino-2-chloropyridin-3-yl)methylidene]amino]acetate C(C)(C)(C)OC(C/N=C/C=1C(=NC=CC1N)Cl)=O.BrC1=NC=C(C(=C1)Br)OC1=C(C=C(C=C1C)F)C